OCCCCCCCCCCCCCCCCOC1=CC=C(C(=O)OC(C)(C)C)C=C1 tert-butyl 4-((16-hydroxyhexadecyl)oxy)benzoate